(S)-N-(1-(2-(2-methoxypyridin-4-yl)thiazol-5-yl)ethyl)-1-methyl-3-(trifluoromethyl)-1H-pyrazole-5-carboxamide COC1=NC=CC(=C1)C=1SC(=CN1)[C@H](C)NC(=O)C1=CC(=NN1C)C(F)(F)F